S(=O)(=O)(OCN1N=CC(=C(C1=O)Cl)N1CC=2N(CC1)C(=CN2)C(C2=C(C=C(C=C2)F)C(F)(F)F)=O)O (5-chloro-4-(3-(4-fluoro-2-(trifluoromethyl)benzoyl)-5,6-dihydroimidazo[1,2-a]pyrazin-7(8H)-yl)-6-oxopyridazin-1(6H)-yl)methyl Hydrogen Sulfate